1-(naphthyl)-ethylenediamine C1(=CC=CC2=CC=CC=C12)C(CN)N